Cl.Cl.COC=1C(=CC2=C(OCO2)C1)NC(CN1CCNCC1)=O N-(6-methoxybenzo[d][1,3]dioxol-5-yl)-2-(piperazin-1-yl)acetamide dihydrochloride